11-(T-Butoxycarbonylamino)undecanoic acid C(C)(C)(C)OC(=O)NCCCCCCCCCCC(=O)O